[Ni].[S] sulfur nickel salt